NC=1C(NC=2C(=C(N=C(C2C1C1=C2C=NNC2=C(C=C1)F)C#N)C)C)=O 3-Amino-4-(7-fluoro-1H-indazol-4-yl)-7,8-dimethyl-2-oxo-1H-1,6-naphthyridine-5-carbonitrile